Cl.C1(CC1)OC1CNCC1 3-cyclopropoxypyrrolidine hydrochloride